acrylMorpholine C(=O)(C=C)N1CCOCC1